1-(2-(tert-butyl)pyridin-4-yl)ethan-1-ol C(C)(C)(C)C1=NC=CC(=C1)C(C)O